C(C)(C)(C)OC(=O)N1C2CN(CC1CC2)C=2C1=C(N=C(N2)OCC2(CC2)CO)CN(CC1)C(=O)OCC1=CC=CC=C1 benzyl 4-(8-(tert-butoxycarbonyl)-3,8-diazabicyclo[3.2.1]oct-3-yl)-2-((1-(hydroxymethyl) cyclopropyl) methoxy)-5,8-dihydropyrido[3,4-d]pyrimidine-7(6H)-carboxylate